BrC=1C(=NN(C1C=1C(=NC=CC1)C)C1CC2(CN(C2)C(=O)OC(C)(C)C)C1)C tert-butyl 6-(4-bromo-3-methyl-5-(2-methylpyridin-3-yl)-1H-pyrazol-1-yl)-2-azaspiro[3.3]heptane-2-carboxylate